methyl 7-methylbenzo[d]thiazole-6-carboxylate CC1=C(C=CC=2N=CSC21)C(=O)OC